C(#N)[C@@H](CC=1C(NC2=CC=C(C=C2C1)C)=O)NC(=O)C1[C@@H]2C(C2CN1C(=O)[C@@H](C(C)(C)C)NC(OCC)=O)(C)C Ethyl N-[(1R)-1-[(1S)-2-[[(1R)-1-cyano-2-(6-methyl-2-oxo-1H-quinolin-3-yl)ethyl]carbamoyl]-6,6-dimethyl-3-azabicyclo[3.1.0]hexane-3-carbonyl]-2,2-dimethyl-propyl]carbamate